CC=1C=C(C=CC1)NS(=O)(=O)C1=CC=C(C=C1)NS(=O)(=O)C1=CC(=C(C=C1)OC)Br N-(4-(N-(3-methylphenyl)sulfamoyl)phenyl)-3-bromo-4-methoxybenzenesulphonamide